NC1=CC(=C(N=N1)N1C[C@@H](N(CC1)C(=O)OC(C)(C)C)C)C tert-butyl (S)-4-(6-amino-4-methylpyridazin-3-yl)-2-methylpiperazine-1-carboxylate